bis(tri-p-tolylphosphine) dibromide [Br-].[Br-].C1(=CC=C(C=C1)P(C1=CC=C(C=C1)C)C1=CC=C(C=C1)C)C.C1(=CC=C(C=C1)P(C1=CC=C(C=C1)C)C1=CC=C(C=C1)C)C